C(C1CO1)[C@](N(CC1CO1)CC1CO1)(CCCCN)C(=O)O triglycidyl-lysine